C[Si](CCOC(=O)N1N=C(N=C1)[N+](=O)[O-])(C)C 2-(trimethylsilyl)ethyl-3-nitro-1H-1,2,4-triazole-1-carboxylate